Cl.CN1N=CC(=C1)C=1N=C(C=2N(C1)N=CC2)C=2C=CC(=NC2)CN (5-(6-(1-methyl-1H-pyrazol-4-yl)pyrazolo[1,5-a]pyrazin-4-yl)pyridin-2-yl)methanamine hydrochloride